FC(C(=O)O)(F)F.C1(CC1)[C@H](C)N1C(C2=C(C=C(C=C2C1)C1=CC(=NC=C1)C=1NC(=C(N1)C)C(=O)N1CC(C1)(F)F)S(=O)(=O)C)=O (S)-2-(1-Cyclopropylethyl)-5-(2-(5-(3,3-difluoroazetidine-1-carbonyl)-4-methyl-1H-imidazol-2-yl)pyridin-4-yl)-7-(methylsulfonyl)isoindolin-1-one, trifluoroacetate salt